4-(2-(2,6-dimethylphenoxy)-5-nitrophenyl)-6-methyl-1,6-dihydro-7H-pyrrolo[2,3-c]pyridin-7-one CC1=C(OC2=C(C=C(C=C2)[N+](=O)[O-])C=2C3=C(C(N(C2)C)=O)NC=C3)C(=CC=C1)C